tert-Butyl 3-(((6-bromo-2-(cyclopropanecarboxamido)benzo[d]thiazol-7-yl)oxy)methyl)-3-fluoroazetidine-1-carboxylate BrC1=C(C2=C(N=C(S2)NC(=O)C2CC2)C=C1)OCC1(CN(C1)C(=O)OC(C)(C)C)F